N[C@@H]1[C@@H](CN(CC1)C(=O)OC(C)(C)C)F cis-4-amino-1-boc-3-fluoropiperidine